(5R)-2-[difluoro(pyridin-4-yl)acetyl]-9,9-dimethyl-8-oxo-2-azaspiro[4.5]dec-6-ene-7-carbonitrile FC(C(=O)N1C[C@]2(CC1)C=C(C(C(C2)(C)C)=O)C#N)(C2=CC=NC=C2)F